3-(4-((4-aminobutyl)((1s,4s)-4-aminocyclohexyl)amino)-1-oxoisoindolin-2-yl)piperidine-2,6-dione dihydrochloride Cl.Cl.NCCCCN(C1=C2CN(C(C2=CC=C1)=O)C1C(NC(CC1)=O)=O)C1CCC(CC1)N